C(C)OC(CN1N=C(N=N1)N1CCC(CC1)C(N)=O)=O 2-(5-(4-carbamoylpiperidin-1-yl)-2H-tetrazol-2-yl)acetic acid ethyl ester